(R or S)-4-(4-((1R,4R)-2,5-diazabicyclo[2.2.2]octan-2-yl)-6-chloro-2-(3-(dimethylamino)azetidin-1-yl)-8-fluoroquinazolin-7-yl)naphthalen-2-ol [C@H]12N(C[C@H](NC1)CC2)C2=NC(=NC1=C(C(=C(C=C21)Cl)C2=CC(=CC1=CC=CC=C21)O)F)N2CC(C2)N(C)C